C(#N)C1=NC(=CC(=C1)C=1SC(=C(N1)C)C(=O)O)C1=NNC(C=C1)=O 2-(2-cyano-6-(6-oxo-1,6-dihydropyridazin-3-yl)pyridin-4-yl)-4-methylthiazole-5-carboxylic acid